6-bromo-4-[(3-methyl-4-{[1,2,4]triazolo[1,5-a]pyridin-7-yloxy}phenyl)amino]quinazolin-7-ol BrC=1C=C2C(=NC=NC2=CC1O)NC1=CC(=C(C=C1)OC1=CC=2N(C=C1)N=CN2)C